3-formyl-2,5-diazabicyclo[2.2.2]octane-2,5-dicarboxylate C(=O)C1N(C2CN(C1CC2)C(=O)[O-])C(=O)[O-]